tert-butyl N-[2-[4-[[3-(2,6-dioxo-3-piperidyl)-1-methyl-indazol-6-yl]amino]-1-piperidyl]-2-oxo-ethyl]carbamate O=C1NC(CCC1C1=NN(C2=CC(=CC=C12)NC1CCN(CC1)C(CNC(OC(C)(C)C)=O)=O)C)=O